meta-eugenol COC1=C(C=C(C=C1)CC=C)O